2,4-dihydroxy-N-(3-hydroxypropyl)-3,3-dimethylbutanamide OC(C(=O)NCCCO)C(CO)(C)C